C(CCCCCCC\C=C/CCCCCC)=O (Z)-hexadec-9-enal